Methyl octanesulfonate C(CCCCCCC)S(=O)(=O)OC